3-fluoropyrrolidine-1-carboxamide FC1CN(CC1)C(=O)N